C1(CC1)CN(C=1C=CC=2N(C(C(=CN2)C=2C=NN(C2)C)=O)C1)C1=CC(=CC(=C1)OC)OC 7-((cyclopropylmethyl)(3,5-dimethoxyphenyl)amino)-3-(1-methyl-1H-pyrazol-4-yl)-4H-pyrido[1,2-a]pyrimidin-4-one